C(CC=CC(=O)[O-])C=CC(=O)[O-] ethane-1,2-diyldiacrylate